CC1=C(CNC(=O)C2=NC(=NO2)C2(CC2)C)C=CC(=C1)B1OC(C(O1)(C)C)(C)C N-(2-methyl-4-(4,4,5,5-tetramethyl-1,3,2-dioxaborolan-2-yl)benzyl)-3-(1-methylcyclopropyl)-1,2,4-oxadiazole-5-carboxamide